diphenyl (tolylphosphonate) C1(=C(C=CC=C1)P(OC1=CC=CC=C1)(OC1=CC=CC=C1)=O)C